4-(1-azido-1-cyclobutylethyl)-6-chloro-1-cyclopropoxy-2,7-naphthyridine N(=[N+]=[N-])C(C)(C1CCC1)C1=CN=C(C2=CN=C(C=C12)Cl)OC1CC1